C(C1=CC=CC=C1)OCC12C(C(C1)C2)NC2=CC=C(C#N)C=C2 4-((1-((benzyloxy)methyl)bicyclo[1.1.1]pentan-2-yl)amino)benzonitrile